P(OCC(CCCC)CC)(OC(C)C(C)=NO)=O 2-ethylhexyl (3-(hydroxyimino) butan-2-yl) phosphonate